(R)-6-(3-(difluoromethyl)-4-((3-(4-methyl-1-oxo-1,3-dihydroisobenzofuran-5-yl)piperazin-1-yl)methyl)-1H-pyrazol-1-yl)-4-methylpyridine-3-carbonitrile FC(C1=NN(C=C1CN1C[C@H](NCC1)C=1C(=C2COC(C2=CC1)=O)C)C1=CC(=C(C=N1)C#N)C)F